N-(3-Trifluoromethoxy-benzyl)-3-[3-(3-trifluoromethoxy-benzyl)-3H-imidazo[4,5-b]pyridin-2-yl]-propionamide FC(OC=1C=C(CNC(CCC2=NC=3C(=NC=CC3)N2CC2=CC(=CC=C2)OC(F)(F)F)=O)C=CC1)(F)F